ClC1=C(C=C(C(=C1)OC1=CC=CC=C1)C)N=CN(C)CC N'-(2-chloro-4-phenoxy-5-methylphenyl)-N-ethyl-N-methylformamidine